C[C@@H]1CN(CCC1)CC1=CC2=C(C(N(C=C2C(F)(F)F)C2=CC(=CC=C2)C2(CCC2)C2=NN=CN2C)=O)N1S(=O)(=O)C1=CC=C(C=C1)C 2-[[(3S)-3-methyl-1-piperidinyl]methyl]-6-[3-[1-(4-methyl-1,2,4-triazol-3-yl)cyclobutyl]phenyl]-1-(p-tolylsulfonyl)-4-(trifluoromethyl)pyrrolo[2,3-c]pyridin-7-one